Cl.N[C@H](C(=O)O)CC1=CC=C(C=C1)C=1C2=C(N=C(N1)N)N(C=C2)CC2=CC=C(C=C2)Br (S)-2-amino-3-(4-(2-amino-7-(4-bromobenzyl)-7H-pyrrolo[2,3-d]pyrimidine-4-yl)phenyl)propionic acid hydrochloride